O=C1C(C=CC(=C1)N)N 2-oxo-p-phenylenediamine